O=CC(=O)OCC ethyl oxoacetate